6-(6-amino-2-azaspiro[3.3]heptan-2-yl)-N-[3-methyl-4-(1-methylbenzotriazol-5-yl)oxy-phenyl]pyrimido[5,4-d]pyrimidin-4-amine NC1CC2(CN(C2)C=2N=CC=3N=CN=C(C3N2)NC2=CC(=C(C=C2)OC2=CC3=C(N(N=N3)C)C=C2)C)C1